ClC1=NC=C(C(=N1)NC1=C(C=C(C=C1)N(C(C(F)F)=O)C)P(=O)(C)C)Cl N-(4-((2,5-Dichloropyrimidin-4-yl)amino)-3-(dimethylphosphoryl)phenyl)-2,2-difluoro-N-methyl-acetamide